(+/-)-trans-tert-butyl 3-fluoro-4-hydroxy-piperidine-1-carboxylate F[C@@H]1CN(CC[C@H]1O)C(=O)OC(C)(C)C |r|